4-(5-(2-(cyclopropylsulfonyl)-4-((5-methyl-1H-pyrazol-3-yl)amino)phenyl)-1H-imidazol-2-yl)cyclohexylcarbamate C1(CC1)S(=O)(=O)C1=C(C=CC(=C1)NC1=NNC(=C1)C)C1=CN=C(N1)C1CCC(CC1)NC([O-])=O